2-fluoro-N-{6-methyl-3-[(4-methyl-1-piperazinyl)carbonyl]-4,5,6,7-tetrahydro-1-benzothien-2-yl}benzamide FC1=C(C(=O)NC=2SC3=C(C2C(=O)N2CCN(CC2)C)CCC(C3)C)C=CC=C1